6-bromo-2-((Z)-(3-((E)-(6-bromo-1-hexadecyl-3,3-dimethyl-1H-benzo[f]indol-2(3H)-ylidene)methyl)-2-hydroxy-4-oxocyclobut-2-en-1-ylidene)methyl)-1-hexadecyl-3,3-dimethyl-3H-benzo[f]indol BrC=1C=CC2=C(C=C3C(C(N(C3=C2)CCCCCCCCCCCCCCCC)\C=C/2\C(=C(C2=O)/C=C\2/N(C3=CC4=C(C=C3C2(C)C)C=C(C=C4)Br)CCCCCCCCCCCCCCCC)O)(C)C)C1